CN1N=NC2=C1C=C(C=C2)C2=CNC=1N=C(N=CC12)NC1CCC(CC1)NC(C)=O N-((1s,4s)-4-((5-(1-methyl-1H-benzo[d][1,2,3]triazol-6-yl)-7H-pyrrolo[2,3-d]pyrimidin-2-yl)amino)cyclohexyl)acetamide